C(C)(C)(C)C1N(CCCN(C1)C1=NC=NC2=CC(=C(C=C12)OC)OC)C(=O)O tert-butyl-4-(6,7-dimethoxyquinazolin-4-yl)-1,4-diazacycloheptane-1-carboxylic acid